COC=1C=C(C=NC1)CN1CC2=C(CC1)C(=CS2)C(=O)NC=2C=NC=C(C2)C(F)(F)F 6-((5-methoxypyridin-3-yl)methyl)-N-(5-(trifluoromethyl)pyridin-3-yl)-4,5,6,7-tetrahydrothieno[2,3-c]pyridine-3-carboxamide